1-tert-butyl-N-{[3-(4-{[(3S,4R)-1,3-dimethylpiperidin-4-yl]amino}-1-(2,2,2-trifluoroethyl)-1H-indol-2-yl)-1,2,4-oxadiazol-5-yl]methyl}-1H-pyrazole-4-carboxamide C(C)(C)(C)N1N=CC(=C1)C(=O)NCC1=NC(=NO1)C=1N(C2=CC=CC(=C2C1)N[C@H]1[C@H](CN(CC1)C)C)CC(F)(F)F